C1(CC1)CN1C(=CC2=CC(=CC(=C12)C=1C(=NC(=CC1)C)CC)C1N(CCN(C1)C1=NC(=C(C=C1OC)F)C)C=O)C=1CNCCC1 2-(1-(Cyclopropylmethyl)-7-(2-ethyl-6-methylpyridin-3-yl)-2-(1,2,5,6-tetrahydropyridin-3-yl)-1H-indol-5-yl)(4-(5-fluoro-3-methoxy-6-methylpyridin-2-yl)piperazin-1-yl)methanone